n-ethyl-6-[1-[(1s,3r)-3-hydroxycyclopentyl]-4-(methylamino)pyrazolo[3,4-d]pyrimidin-3-yl]-1H-indole-2-carboxamide C(C)NC(=O)C=1NC2=CC(=CC=C2C1)C1=NN(C2=NC=NC(=C21)NC)[C@@H]2C[C@@H](CC2)O